C(=O)O.FC=1C(=NC=C(C1C)OC1CCN(CC1)[C@H](C)C1=CC=CC=C1)S(=O)(=O)NC=1N=CSC1 (R)-3-fluoro-4-methyl-5-((1-(1-phenylethyl)piperidin-4-yl)oxy)-N-(thiazol-4-yl)pyridine-2-sulfonamide formate salt